ClC=1C=NC(=C(C(=O)NC2CCC(CC2)CN2C(N(C3=C2C=CC=C3)CC3=CC(=CC=C3)CO)=O)C1)C 5-chloro-N-((1r,4r)-4-((3-(3-(hydroxymethyl)benzyl)-2-oxo-2,3-dihydro-1H-benzo[d]imidazol-1-yl)methyl)cyclohexyl)-2-methylnicotinamide